C(C)(=O)C1=C(SC2=C1C=CC(=C2CN(C)C)O)NCC2=CC=CC=C2 acetyl(benzyl)amino-7-[(dimethylamino)methyl]-6-hydroxy-1-benzothiophene